NC1=C(N[C@@H]2C[C@H](C2)C(=O)[O-])C=CC(=C1)F trans-3-(2-amino-4-fluoro-anilino)cyclobutanecarboxylate